CC1CN(C1)C(=O)C=1C=C(C=CC1)[C@@H]1[C@H](C1)C=1C=2N(N=C(C1)C=1C(NC(NC1)=O)=O)C=CN2 5-(8-((1S,2S)-2-(3-(3-methylazetidine-1-carbonyl)phenyl)cyclopropyl)imidazo[1,2-b]pyridazin-6-yl)pyrimidine-2,4(1H,3H)-dione